ClC1=CC(=C(C=C1)C1=CC(=CN2C1=NC(=C(C2=O)C)C)N2C[C@H](O[C@H](C2)C=2C=NN(C2)C2COC2)C)F 9-(4-chloro-2-fluoro-phenyl)-2,3-dimethyl-7-[(2R,6S)-2-methyl-6-[1-(oxetan-3-yl)pyrazol-4-yl]morpholin-4-yl]pyrido[1,2-a]pyrimidin-4-one